ClC1=C(C=CC=C1)N(C(CN(CC1=NC2=CC(=CC=C2C(N1)=O)C)C1CC1)=O)C N-(2-chlorophenyl)-2-(cyclopropyl((7-methyl-4-oxo-3,4-dihydroquinazolin-2-yl)methyl)amino)-N-methylacetamide